C1CC12CC(C2)NC(N)=O 3-spiro[2.3]hex-5-yl-urea